CN1C(C(=C(C2=CC(=CC=C12)C)N1CCC(CC1)(C=1OC2=C(N1)C=CC(=C2)C)C)C#N)=O 1,6-dimethyl-4-[4-methyl-4-(6-methyl-1,3-benzooxazol-2-yl)piperidin-1-yl]-2-oxo-1,2-dihydroquinoline-3-carbonitrile